5-(2-methylpyrimidin-5-yl)phenol CC1=NC=C(C=N1)C=1C=CC=C(C1)O